N-ethyl-1,1,2,2,3,3,4,4,5,5,6,6,7,7,8,8,8-heptadecafluorooctane-1-sulfonamide C(C)NS(=O)(=O)C(C(C(C(C(C(C(C(F)(F)F)(F)F)(F)F)(F)F)(F)F)(F)F)(F)F)(F)F